C(CC)N1C(CCCC1)C=O 1-PROPYLPIPERIDINE-2-CARBALDEHYDE